ClC=1C(=NC=CC1C1=NC(=C(C=C1)CNC[C@@H]1CCC(N1)=O)OC)C1=C(C(=CC=C1)NC1=C(C(=CC=C1)CNC[C@H](C)O)OC)Cl (S)-5-((((3'-chloro-2'-(2-chloro-3-((3-((((S)-2-hydroxypropyl)amino)methyl)-2-methoxyphenyl)amino)phenyl)-6-methoxy-[2,4'-bipyridin]-5-yl)methyl)amino)methyl)pyrrolidin-2-one